O=C([C@H](O)[C@H](O)[C@@H](O)[C@H](O)CO)[O-].[Na+] sodium gulonate